(2,6-dimethyl-4-pyridyl)thiazol CC1=NC(=CC(=C1)C=1SC=CN1)C